C(C(=C([2H])[2H])[2H])(O)([2H])[2H] prop-2-en-d5-1-ol